2-chloro-N1-(4-chloro-3-(pyridin-2-yl)phenyl)-N4-(3-methoxypropyl)terephthalamide ClC1=C(C(=O)NC2=CC(=C(C=C2)Cl)C2=NC=CC=C2)C=CC(=C1)C(=O)NCCCOC